dioctyl-tin dibutoxide [O-]CCCC.[O-]CCCC.C(CCCCCCC)[Sn+2]CCCCCCCC